[Co](Cl)Cl.NC(=S)N.NC(=S)N.NC(=S)N.NC(=S)N tetrathiourea cobalt dichloride